5-(benzyloxy)-2-(difluoromethyl)-N-[(6-hydroxypyridin-2-yl)methyl]-1-benzothiophene-3-carboxamide C(C1=CC=CC=C1)OC=1C=CC2=C(C(=C(S2)C(F)F)C(=O)NCC2=NC(=CC=C2)O)C1